BrC1=CC(=C(C=C1)N1C(C=2N(CC1)N=CC2)=O)C 5-(4-bromo-2-methylphenyl)-4-oxo-4,5,6,7-tetrahydropyrazolo[1,5-a]pyrazine